6-methoxy-2-(4-methoxy-3-(methoxymethyl)-6-methylquinolin-8-yl)-4-methylbenzo[d]thiazole COC1=CC2=C(N=C(S2)C=2C=C(C=C3C(=C(C=NC23)COC)OC)C)C(=C1)C